5-(2H-1,2,3-triazol-2-yl)pyrazine-2-Formic acid N=1N(N=CC1)C=1N=CC(=NC1)C(=O)O